Cl.NCCCCCCNC(COC1=C2C(N(C(C2=CC=C1)=O)C1C(NC(CC1)=O)=O)=O)=O N-(6-aminohexyl)-2-((2-(2,6-dioxopiperidin-3-yl)-1,3-dioxoisoindolin-4-yl)oxy)acetamide hydrochloride